N-(1-(2,5-dichloropyrimidin-4-yl)-1H-pyrazol-4-yl)propane-1-sulfonamide ClC1=NC=C(C(=N1)N1N=CC(=C1)NS(=O)(=O)CCC)Cl